4-(2-aminoethyl)morpholone NCCN1C(COCC1)=O